methyl 3-(4-methoxy-3-(trifluoromethoxy) phenyl)-3-oxopropanoate COC1=C(C=C(C=C1)C(CC(=O)OC)=O)OC(F)(F)F